C1(=CC=CC=C1)S(=O)(=O)NC1=CC=C(C=C1)C1=C(N(C=C1)S(N)(=O)=O)C(=O)O 3-[4-(Benzenesulfonamido)phenyl]-1-sulfamoyl-pyrrole-2-carboxylic acid